diaminotolylbiphenyl NC1=C(C(=C(C=C1)C1=CC=CC=C1)C1=C(C=CC=C1)C)N